3-[6-[[(1R)-1-[3,6-Dimethyl-2-(1-methylpyrazol-4-yl)-4-oxo-chromen-8-yl]ethyl]amino]-2,3-difluoro-phenyl]-4H-1,2,4-oxadiazol-5-one CC1=C(OC2=C(C=C(C=C2C1=O)C)[C@@H](C)NC1=CC=C(C(=C1C1=NOC(N1)=O)F)F)C=1C=NN(C1)C